(2Z,3E)-3-((2-(2,6-diazaspiro[3.3]heptane-2-yl)ethoxy)imino)-[2,3'-biindolinylidene]-2'-on C1N(CC12CNC2)CCO\N=C/2\C(\NC1=CC=CC=C21)=C/2\C(NC1=CC=CC=C21)=O